1-((4,4-difluorocyclohexyl)methyl)-3-(difluoromethyl)-N-(3-sulfamoylphenyl)-4-(trifluoromethyl)-1H-pyrazole-5-carboxamide FC1(CCC(CC1)CN1N=C(C(=C1C(=O)NC1=CC(=CC=C1)S(N)(=O)=O)C(F)(F)F)C(F)F)F